CN(C1=CC(=C(C=N1)C=1C=NC=2CCN(CC2C1)C=1C(=CC=2N(N1)C(C=CN2)=O)C)C)C 7-(3-(6-(dimethylamino)-4-methylpyridin-3-yl)-7,8-dihydro-1,6-naphthyridin-6(5H)-yl)-8-methyl-4H-pyrimido[1,2-b]pyridazin-4-one